CN1N=C(C=C1C(=O)OC)OS(=O)(=O)C(F)(F)F methyl 2-methyl-5-(trifluoromethylsulfonyloxy)pyrazole-3-carboxylate